5-methyl-benzo-imidazolylpentane CC1=CC2=C(N=C(N2)CCCCC)C=C1